C(C)(C)(C)OC(=O)N[C@H](C(=O)N1[C@@H](C[C@H](C1)O)C(=O)OCC1=CC=CC=C1)C(C)(C)C (2S,4R)-benzyl 1-((S)-2-((tert-butoxycarbonyl)amino)-3,3-dimethylbutanoyl)-4-hydroxypyrrolidine-2-carboxylate